N1(CCCCCC1)C=1C2=C(N=C(N1)OC[C@]13CCCN3[C@@H](CC1)CO[Si](C1=CC=CC=C1)(C1=CC=CC=C1)C(C)(C)C)C(=C(N=C2)Cl)F 4-(Azepan-1-yl)-2-(((3S,7aS)-3-(((tert-butyldiphenylsilyl)oxy)methyl)tetrahydro-1H-pyrrolizin-7a(5H)-yl)methoxy)-7-chloro-8-fluoropyrido[4,3-d]pyrimidine